5-(4-((5-cyano-3-ethyl-2-oxo-4-thioxo-1,2,3,4-tetrahydroquinazolin-7-yl)methyl)piperazin-1-yl)-N,6-dimethylpicolinamide C(#N)C1=C2C(N(C(NC2=CC(=C1)CN1CCN(CC1)C=1C=CC(=NC1C)C(=O)NC)=O)CC)=S